FC(N1C(=NN(C1=O)C1=C(C=CC=C1)B(O)O)C)F 4-(difluoromethyl)-3-methyl-5-oxo-4,5-dihydro-1H-1,2,4-triazolyl-phenylboronic acid